3-{(E)-2-[4-(2-methoxyphenyl)pyrimidin-2-yl]vinyl}phenol COC1=C(C=CC=C1)C1=NC(=NC=C1)/C=C/C=1C=C(C=CC1)O